6-bromo-3,5,11,11-tetramethyl-8,9,10,11-tetrahydrofuro[3,2-f][1,2,4]triazolo[4,3-a]quinoxaline BrC=1C2=C(C=3NC(C=4N(C3C1C)C(=NN4)C)(C)C)CCO2